N-(5-cyclobutyl-1H-pyrazol-3-yl)acetamide C1(CCC1)C1=CC(=NN1)NC(C)=O